ClC1=C(C=NN(C1=O)C)N[C@@H]1C[C@@H](CN(C1)C)C1=CC=C(C(=O)N2CCC3(CC2)CCN(CC3)C3=CC=C2C(=NN(C2=C3)C)C3C(NC(CC3)=O)=O)C=C1 3-[6-[3-[4-[(3R,5R)-5-[(5-chloro-1-methyl-6-oxo-pyridazin-4-yl)amino]-1-methyl-3-piperidyl]benzoyl]-3,9-diazaspiro[5.5]undecan-9-yl]-1-methyl-indazol-3-yl]piperidine-2,6-dione